O=C[C@H](O)[C@@H](O)[C@H](O)CO D-(-)-xylose